CC(CCCC)S 2-hexylmercaptan